BrC1=C(C(=NC(=C1)Br)C)O 4,6-dibromo-2-methylpyridin-3-ol